C(C1=CC=CC=C1)(=O)O.O=C[C@H](O)[C@@H](O)[C@H](O)CO xylose benzoate